2-(2,2,2-trifluoroacetamido)-acetic acid FC(C(=O)NCC(=O)O)(F)F